N-(3-((5-(tert-butylamino)-2-(1-(tetrahydro-2H-pyran-2-yl)-1H-pyrazol-5-yl)thieno[3,2-b]pyridin-7-yl)amino)propyl)-N-methylcyclopropanecarboxamide C(C)(C)(C)NC1=CC(=C2C(=N1)C=C(S2)C2=CC=NN2C2OCCCC2)NCCCN(C(=O)C2CC2)C